BrC1=C(C=CC=C1C(F)F)O 2-bromo-3-(difluoromethyl)phenol